ClC1=C(\C=N\OC(C(=O)OCC)(C)C)C=C(C(=C1)F)N1C(N(C(=CC1=O)C(F)(F)F)C)=O ethyl 2-{[(E)-{2-chloro-4-fluoro-5-[3-methyl-2,6-dioxo-4-(trifluoromethyl)-3,6-dihydropyrimidin-1(2H)-yl]benzylidene} amino] oxy}-2-methylpropanoate